OC(C(=O)O)C1=C(C=CC=2N1C=NC2)C2=CC=CC=C2 2-hydroxy-2-(6-phenylimidazo[1,5-a]pyridin-5-yl)acetic acid